OC1=C(C(=O)O)C(=CC(=C1)O)CCCC=C 2,4-dihydroxy-6-(pent-4-en-1-yl)benzoic acid